((S)-2-(6-(2-ethyl-5-fluoro-4-hydroxyphenyl)-1H-indazol-3-yl)-5-methyl-4,5,6,7-tetrahydro-3H-imidazo[4,5-C]pyridin-6-yl)((R)-4-(2-hydroxyethyl)-2-methyl-piperazin-1-yl)methanone C(C)C1=C(C=C(C(=C1)O)F)C1=CC=C2C(=NNC2=C1)C1=NC2=C(CN([C@@H](C2)C(=O)N2[C@@H](CN(CC2)CCO)C)C)N1